tert-Butyl 2,2-dimethyl-4-[4-(4-sulfamoylphenyl)butyl]pyrrolidine-1-carboxylate CC1(N(CC(C1)CCCCC1=CC=C(C=C1)S(N)(=O)=O)C(=O)OC(C)(C)C)C